2-(2-phenylethoxy)-1,3-benzothiazole C1(=CC=CC=C1)CCOC=1SC2=C(N1)C=CC=C2